bis-(3-aminopropyl)dodecylamine NCCCN(CCCCCCCCCCCC)CCCN